NC(CNCC[Si](OC)(OC)C)C N-(2-aminopropyl)-2-aminoethylmethyldimethoxysilane